4-(1-((5-methoxy-7-methyl-1H-indol-4-yl)methyl)-4-(2-methylbutyl)piperazin-2-yl)benzoic acid COC=1C(=C2C=CNC2=C(C1)C)CN1C(CN(CC1)CC(CC)C)C1=CC=C(C(=O)O)C=C1